tert-Butyl 2-(4-fluoro-3-nitrobenzyl)-5-oxopyrrolidine-1-carboxylate FC1=C(C=C(CC2N(C(CC2)=O)C(=O)OC(C)(C)C)C=C1)[N+](=O)[O-]